(±)-2-methoxy-N-methyl-1-(2-(2,2,2-trifluoroethoxy)pyridin-4-yl)ethane-1-amine trifluoroacetate salt FC(C(=O)O)(F)F.COC[C@H](NC)C1=CC(=NC=C1)OCC(F)(F)F |r|